4-bromo-N-methyl-pyrimidin-2-amine BrC1=NC(=NC=C1)NC